1-ethoxy-2-(2-ethoxy-ethoxy)-ethane C(C)OCCOCCOCC